C(C)C1=CC2=C(NC1=O)C=C(N2)CN2CCN(CC2)C=2C=CC(=NC2)C(=O)NC 5-(4-((6-ethyl-5-oxo-4,5-dihydro-1H-pyrrolo[3,2-b]pyridin-2-yl)methyl)piperazin-1-yl)-N-methylpyridinecarboxamide